O1CC(C1)N1CC2=CN=CC=C2CC1 2-(oxetan-3-yl)-1,2,3,4-tetrahydro-2,7-naphthyridine